4,5,6,7-tetrahydro-1H-indol-4-ol N1C=CC=2C(CCCC12)O